5-(1-methylcyclopropoxy)-3-[2-[1-(4-piperidinylmethyl)-1,6-diazaspiro[3.3]hept-6-yl]-4-pyridinyl]-1H-indazole CC1(CC1)OC=1C=C2C(=NNC2=CC1)C1=CC(=NC=C1)N1CC2(CCN2CC2CCNCC2)C1